1,3-bis(2,4-difluorophenyl)-5-methyl-N-((4-methylmorpholin-2-yl)methyl)-4-(5-(trifluoromethyl)furan-2-yl)-4,5-dihydro-1H-pyrazole-5-carboxamide FC1=C(C=CC(=C1)F)N1N=C(C(C1(C(=O)NCC1CN(CCO1)C)C)C=1OC(=CC1)C(F)(F)F)C1=C(C=C(C=C1)F)F